C(CCCCCCC\C=C/CCCCCCCC)(=O)OC1=CC=C(C=C1)CC(=O)O 4-Oleoyloxyphenylacetic Acid